6-[3-(2-fluoroanilino)-7,8-dihydro-5H-1,6-naphthyridin-6-yl]-5-methyl-pyridine-3-carbonitrile FC1=C(NC=2C=NC=3CCN(CC3C2)C2=C(C=C(C=N2)C#N)C)C=CC=C1